NC1=NC=CC=C1C1=NC=2C(=NC(=CC2)N2N=CC=C2)N1C=1C=C2CC[C@@H](C2=CC1)NC(=O)C=1C=2CCN(C2C=CC1)C(C=C)=O N-[(1S)-5-[2-(2-aminopyridin-3-yl)-5-(pyrazol-1-yl)imidazo[4,5-b]pyridin-3-yl]-2,3-dihydro-1H-inden-1-yl]-1-(prop-2-enoyl)-2,3-dihydroindole-4-carboxamide